C(=O)(OCC1C2=CC=CC=C2C2=CC=CC=C12)[C@@](C(=O)O)(CCCC(=O)OC(C)(C)C)NC(=O)OCC1C2=CC=CC=C2C=2C=CC=CC12 Fmoc-(S)-2-((((9H-fluoren-9-yl)methoxy)carbonyl)amino)-6-(tert-butoxy)-6-oxohexanoic acid